5,7-dichloro-3-methoxy-2-methyl-1,6-naphthyridine ClC1=C2C=C(C(=NC2=CC(=N1)Cl)C)OC